CN1CC2=CC=CC=C2C2(C1)CC2 2'-methyl-2',3'-dihydro-1'H-spiro[cyclopropane-1,4'-isoquinolin]